2-(3-fluorophenyl)-2-(6-(4-(4-methylpiperazin-1-yl)phenyl)-1-oxo-1,3-dihydro-2H-pyrrolo-[3,4-c]pyridin-2-yl)-N-(thiazol-2-yl)acetamide FC=1C=C(C=CC1)C(C(=O)NC=1SC=CN1)N1CC=2C=NC(=CC2C1=O)C1=CC=C(C=C1)N1CCN(CC1)C